C(C)(=O)O.C1(CC1)C=C 2-cyclopropylethylene acetate